(3aS,7aR)-1-(6-chloropyridazin-3-yl)-2,3,3a,4,5,6,7,7a-octahydropyrrolo[2,3-c]pyridine ClC1=CC=C(N=N1)N1CC[C@H]2[C@@H]1CNCC2